[N+](#[C-])C=1C=NC=CC1C(F)(F)F 3-ISOCYANO-4-(TRIFLUOROMETHYL)PYRIDINE